C(C)(C)(C)OC(=O)N1CCC2(C[C@H](CC2)N2C=NC3=CC=C(C=C3C2=O)OC2=C(C(=CC=C2F)F)C#N)CC1.SCCCCCCS 1,2-bis(mercaptoethyl)ethane tert-butyl-(3S)-3-[6-(2-cyano-3,6-difluoro-phenoxy)-4-oxo-quinazolin-3-yl]-8-azaspiro[4.5]decane-8-carboxylate